CN(C)CC1=C(C=C(C=C1)S(=O)(N)=NC(NC1=C2CCCC2=CC=2CCCC12)=O)F 4-((dimethylamino)methyl)-3-fluoro-N'-((1,2,3,5,6,7-hexahydro-s-indacen-4-yl)carbamoyl)benzenesulfonimidamide